C(C=C)N(C(C1=CC=CC=C1)=O)C(C(=O)OC)=C Methyl 2-(N-allylbenzamido)acrylate